(3-phenylazetidin-3-yl)methanol hydrochloride Cl.C1(=CC=CC=C1)C1(CNC1)CO